N[C@@H](CCC(=O)O)C(=O)NC1=CC(=C(C=C1)[N+](=O)[O-])C(=O)O L-glutamyl-3-carboxyl-4-nitroaniline